tert-butyl 4-[[3-[(1S,5R)-3-[3-amino-6-(2-hydroxyphenyl)pyridazin-4-yl]-3,9-diazabicyclo[3.3.1]nonan-9-yl]phenyl]methyl]piperazine-1-carboxylate NC=1N=NC(=CC1N1C[C@@H]2CCC[C@H](C1)N2C=2C=C(C=CC2)CN2CCN(CC2)C(=O)OC(C)(C)C)C2=C(C=CC=C2)O